C(CCCCCCC\C=C/CCCCCCCC)N(C)CC(=O)O N-Oleyl-sarcosin